tertbutyl (1R,5S)-6,8-dioxo-3,7-diazabicyclo[3.3.1]nonane-3-carboxylate O=C1[C@@H]2CN(C[C@H](C(N1)=O)C2)C(=O)OC(C)(C)C